(3S,4S) or (3R,4R)-4-(4-(2-((1-(tert-butyl)-1H-pyrazol-5-yl)amino)-6-chloroquinazolin-7-yl)piperazin-1-yl)-4-methyltetrahydrofuran-3-ol C(C)(C)(C)N1N=CC=C1NC1=NC2=CC(=C(C=C2C=N1)Cl)N1CCN(CC1)[C@@]1([C@@H](COC1)O)C |o1:27,28|